N,N-dimethyldodecan-1-amine oxide (lauryldimethylaminoxide) C(CCCCCCCCCCC)CN([O-])C.C[N+](CCCCCCCCCCCC)(C)[O-]